ClC(C(=O)OCCCCCCCCCCCCCCCCCCCCCC)=C behenyl alpha-chloroacrylate